O1C(=CC=C1)C=1C=CC(=C(C1)NC1=NC=NC2=CC(=C(C=C12)OC1C[C@H]2CC[C@@H](C1)N2C(C=C)=O)OC)OC 1-((1R,3s,5S)-3-((4-((5-(furan-2-yl)-2-methoxyphenyl)amino)-7-methoxy-quinazolin-6-yl)oxy)-8-azabicyclo[3.2.1]octan-8-yl)prop-2-en-1-one